(3S,4S)-N3-benzyl-N4-(4-chlorobenzyl)-1-(4-methyl-3-(1-methyl-7-((6-methylpyridin-3-yl)amino)-2-oxo-1,4-dihydropyrimido[4,5-d]pyrimidin-3(2H)-yl)benzoyl)pyrrolidine-3,4-dicarboxamide C(C1=CC=CC=C1)NC(=O)[C@@H]1CN(C[C@H]1C(=O)NCC1=CC=C(C=C1)Cl)C(C1=CC(=C(C=C1)C)N1C(N(C2=NC(=NC=C2C1)NC=1C=NC(=CC1)C)C)=O)=O